COC1=CC=C(C=C1)N1N=C(NC1=O)[C@@H]1CN(CCC1)CC=1C=NC=C(C1)OC (s)-2-(4-methoxyphenyl)-5-(1-((5-methoxypyridin-3-yl)methyl)piperidin-3-yl)-2,4-dihydro-3H-1,2,4-triazol-3-one